C(CCCCCCCCCCC)(=O)N[C@@H](C(C)C)C(=O)O N-dodecanoyl-L-valine